3-(3-Dimethoxymethylsilylpropoxy)propane-1,2-dithiol COC(OC)[SiH2]CCCOCC(CS)S